ClC1=CCCCO1 6-chloro-2,3-dihydropyran